1,2-pentandiol C(C(CCC)O)O